1-(3-bromophenyl)-N-[(E)-dimethylaminomethyleneamino]-3-methyl-cyclobutanecarboxamide BrC=1C=C(C=CC1)C1(CC(C1)C)C(=O)N/N=C/N(C)C